1-n-butyl-1-methylpiperidinium bis(trifluoromethanesulfonyl)imide [N-](S(=O)(=O)C(F)(F)F)S(=O)(=O)C(F)(F)F.C(CCC)[N+]1(CCCCC1)C